C(#N)C1=CC=C(C=C1)C#CC1=C(C=C(OC2=C(N=NN2)C(=O)O)C=C1)F 5-(4-((4-Cyanophenyl)ethynyl)-3-fluorophenoxy)-1H-1,2,3-triazole-4-carboxylic acid